methyl 3-(1H-imidazol-4-yl)-2-[3-(trifluoromethyl)-1H-1,2,4-triazol-5-yl]imidazo[1,2-a]pyrimidine-7-carboxylate N1C=NC(=C1)C1=C(N=C2N1C=CC(=N2)C(=O)OC)C2=NC(=NN2)C(F)(F)F